(1R,3S,4S)-N-((S)-3-oxo-1-((S)-2-oxopyrrolidin-3-yl)-4-(trifluoromethoxy)butan-2-yl)-2-(2-oxo-2-((2,2,2-trifluoroethyl)-amino)acetyl)-2-azabicyclo[2.2.1]-heptane-3-carboxamide O=C([C@H](C[C@H]1C(NCC1)=O)NC(=O)[C@H]1N([C@@H]2CC[C@H]1C2)C(C(NCC(F)(F)F)=O)=O)COC(F)(F)F